C(#N)C1=NC2=CC(=CC(=C2N=C1N1CC2(C1)CC(C2)(F)F)[C@@H](C)NC2=C(C(=O)O)C=CC=C2)C (R)-2-((1-(2-cyano-3-(6,6-difluoro-2-azaspiro[3.3]heptan-2-yl)-7-methylquinoxalin-5-yl)ethyl)amino)benzoic acid